rac-6-(2-((3aR,5s,6aS)-5-(2-chloro-phenoxy)hexahydro-cyclopenta[c]pyrrol-2(1H)-yl)-1-hydroxyethyl)pyridin-3-ol ClC1=C(OC2C[C@@H]3[C@@H](CN(C3)CC(O)C3=CC=C(C=N3)O)C2)C=CC=C1